(5-(phenylmethyloxy)-2-chloropyridin-3-yl)ethan-1-one C1(=CC=CC=C1)COC=1C=C(C(=NC1)Cl)C(C)=O